1-(4-(1-methyl-1H-pyrazol-3-yl)-2-phenyl-5,7-dihydro-6H-pyrrolo[3,4-d]pyrimidin-6-yl)propan-1-one CN1N=C(C=C1)C=1C2=C(N=C(N1)C1=CC=CC=C1)CN(C2)C(CC)=O